bis(2-ethylhexyloxy)bis(2-ethyl-3-oxohexyloxy)titanium (IV) C(C)C(CO[Ti](OCC(C(CCC)=O)CC)(OCC(C(CCC)=O)CC)OCC(CCCC)CC)CCCC